(2,4,6-trimethylbenzyl)diphenylphosphine CC1=C(CP(C2=CC=CC=C2)C2=CC=CC=C2)C(=CC(=C1)C)C